O1C(=CC=C1CN)CN furan-2,5-dimethylamine